2-(2-methyl-3-(4-phenylcarbamoylphenyl)acrylamido)benzoic acid CC(C(=O)NC1=C(C(=O)O)C=CC=C1)=CC1=CC=C(C=C1)C(NC1=CC=CC=C1)=O